C[C@@]12[C@H](CC[C@H]1[C@@H]1CC[C@@H]3C[C@@](CC[C@@H]3[C@H]1CC2)(O)C(F)(F)F)[C@H](C)[C@@H](C(F)(F)F)O (3R,5R,8R,9R,10S,13S,14S,17R)-13-methyl-17-((2S,3S)-4,4,4-trifluoro-3-hydroxybutan-2-yl)-3-(trifluoromethyl)hexadecahydro-1H-cyclopenta[a]phenanthren-3-ol